C(C)(C)(C)OC(=O)N1C(OC[C@@H]1[C@@H]([C@H](CN=[N+]=[N-])C)O[Si](C)(C)C(C)(C)C)(C)C (4R)-4-((1R,2S)-3-azido-1-{[tert-butyl-(dimethyl)silyl]oxy}-2-methylpropyl)-2,2-dimethyl-1,3-oxazolidine-3-carboxylic acid tert-butyl ester